COC1=CC=C(CN2C=3C(=CC=C2)OCC3)C=C1 4-(4-methoxybenzyl)furo[3,2-b]pyridin